[N+](=O)([O-])C1=CC=C(C=C1)S(=O)(=O)OCC1CO1 (-)-Glycidyl p-nitrobenzenesulfonate